N,N-dimethyl-5-(methylsulfonyl)-2-(prop-2-yn-1-yloxy)aniline CN(C1=C(C=CC(=C1)S(=O)(=O)C)OCC#C)C